CC1=C(C(=CC=C1C)O)C dimethyl-4-cresol